FC1=C(CN(S(=O)(=O)C)C2CCN(CC2)C(=O)OC(C)(C)C)C=CC(=C1)C(=O)NN tert-butyl 4-(N-(2-fluoro-4-(hydrazinecarbonyl)benzyl)methylsulfonamido)piperidine-1-carboxylate